C(C)(C)(C)OC(N(CC1=NC=C(C(=C1C)OC)C)C1=CC2=C(OCO2)C=C1)=O benzo[d][1,3]dioxol-5-yl-((4-methoxy-3,5-dimethylpyridin-2-yl)methyl)carbamic acid tert-butyl ester